3-amino-5-(difluoromethoxy)-6-(1-methyl-1H-benzo[d]imidazol-4-yl)picolinonitrile NC=1C(=NC(=C(C1)OC(F)F)C1=CC=CC=2N(C=NC21)C)C#N